C1(CC1)CN(C(C1=CC=C(C=C1)F)=O)C=1C(=C(C(=O)Cl)C=CC1)F 3-(N-(cyclopropylmethyl)-4-fluorobenzamido)-2-fluorobenzoyl chloride